Cl.FC12CC(C1)(C2)CN (3-fluorobicyclo[1.1.1]pentan-1-yl)methanamine hydrochloride